O1CNCCC=C1 2,3,4,5-tetrahydro-1,3-oxazepine